C(C1=CC=CC=C1)(=O)C=1C=C(C=CC1)C(C(=O)O)C.CCCCCCC=CCCC undec-7-ene 2-(3-benzoyl-phenyl)propionate